11-hexadecen-3-one CCC(CCCCCCCC=CCCCC)=O